1-(5-chloropyridin-2-yl)cyclopentane-1-carboxylic acid ClC=1C=CC(=NC1)C1(CCCC1)C(=O)O